C1(=CC=CC=C1)C1=CC=CC=C1 (E)-1,1'-biphenyl